[Cl-].[Cl-].[Cl-].C1(C=CC2=CC=CC=C12)[Hf+3] indenyl-hafnium trichloride